5-bromo-N1-(4-(trifluoromethyl)-2,3-dihydro-1H-inden-1-yl)benzene-1,2-diamine BrC1=CC=C(C(=C1)NC1CCC2=C(C=CC=C12)C(F)(F)F)N